S(=O)(=O)=CCC(=O)OCC(COC(CCS(=O)(=O)C(CC=S(=O)=O)=O)=O)(COC(CC=S(=O)=O)=O)CO [2-(hydroxymethyl)-2-(3-sulfonylpropionyloxymethyl)-3-[3-(3-sulfonylpropionyl sulfonyl) propionyloxy] propyl] 3-sulfonylpropionate